C(C(=C)C)(=O)OC1=CC=C(C=C1)C1=C(C=CC=C1)C#N (2'-cyano-1,1'-biphenyl-4-yl) methacrylate